BrC1=C(C(=CC(=C1)Br)Br)NC(=O)C(C(C(C(=O)[O-])(F)F)(F)F)(F)F 4-(2,4,6-tribromophenylaminocarbonyl)-2,2,3,3,4,4-hexafluorobutyrate